7-(4-fluorophenyl)-6,8-dioxo-3,4,6,8,12,12a-hexahydro-2H-pyrido[1',2':4,5]Pyrazino[2,1-b][1,3]oxazine-9-carboxamide FC1=CC=C(C=C1)C=1C(C(=CN2CC3OCCCN3C(C21)=O)C(=O)N)=O